(E)-N'-(2-methoxy-6,7,8,9-tetrahydro-5H-benzo[7]annulen-5-ylidene)-4-methylbenzenesulfonohydrazide COC=1C=CC\2=C(CCCC/C2=N\NS(=O)(=O)C2=CC=C(C=C2)C)C1